COC1=CC=C(C=NNC(CCCC(=O)C2=CC=C(C=C2)OC)=O)C=C1 N'-(4-methoxybenzylidene)-5-(4-methoxyphenyl)-5-oxo-pentanhydrazide